O(C1[C@H](O)[C@@H](O)[C@H](O)[C@H](O1)CO)C(C=CC1=CC=C(C=C1)O)=O (6'-O-trans-p-hydroxy cinnamoyl) glucopyranoside